CCCCC1=C(C2=C(O1)C=CC(=C2)NS(=O)(=O)C)C(=O)C3=CC=C(C=C3)OCCCN(CCCC)CCCC The molecule is a member of the class of 1-benzofurans used for the treatment of cardiac arrhythmias. It has a role as an anti-arrhythmia drug, an environmental contaminant and a xenobiotic. It is a member of 1-benzofurans, a tertiary amino compound, a sulfonamide, an aromatic ketone and an aromatic ether.